N[C@]1([C@@H](CC[C@H](C1)CCB(O)O)CNC([C@H](CC1=CC=C(C=C1)O)NC(=O)OC(C)(C)C)=O)C(=O)O (1R,2S,5R)-1-amino-5-(2-boronoethyl)-2-(((S)-2-((tert-butoxycarbonyl)amino)-3-(4-hydroxy-phenyl)propanamido)methyl)cyclohexane-1-carboxylic acid